C(C=C)(=O)OCC(COC(C=C)=O)(CO)CO 2,2-bis(hydroxymethyl)-1,3-propanediyl diacrylate